2-Chloro-9-(3-chlorophenyl)-6-(3-(m-tolyl)-1H-pyrazol-1-yl)-9H-purine ClC1=NC(=C2N=CN(C2=N1)C1=CC(=CC=C1)Cl)N1N=C(C=C1)C=1C=C(C=CC1)C